2-(difluoromethyl)-5-(3-fluoro-5-{5-[(oxan-4-yl)oxy]-1H-pyrazol-1-yl}phenyl)-1,3,4-oxadiazole FC(C=1OC(=NN1)C1=CC(=CC(=C1)N1N=CC=C1OC1CCOCC1)F)F